C12CC(CC(CC1)N2)N(C=2SC1=C(C=NC(=C1)C=1C=C(C=3N(C1)C=C(N3)C)F)N2)C N-[(3-exo)-8-Azabicyclo[3.2.1]oct-3-yl]-6-(8-fluoro-2-methylimidazo[1,2-a]pyridin-6-yl)-N-methyl[1,3]thiazolo[4,5-c]pyridin-2-amin